NC=1C2=C(N=CN1)N(C=C2C2=CC=C(C=1N2C=CN1)NC(=O)NC1=CC(=C(C=C1)CN1CCN(CC1)CCOC)C(F)(F)F)C1CC1 1-(5-(4-AMINO-7-CYCLOPROPYL-7H-PYRROLO[2,3-D]PYRIMIDIN-5-YL)IMIDAZO[1,2-A]PYRIDIN-8-YL)-3-(4-((4-(2-METHOXYETHYL)PIPERAZIN-1-YL)METHYL)-3-(TRIFLUOROMETHYL)PHENYL)UREA